2-[[2-[1-[(4-methylphenyl)methyl]-5-oxopyrrolidin-2-yl]acetyl]amino]-3-phenylpropionic acid CC1=CC=C(C=C1)CN1C(CCC1=O)CC(=O)NC(C(=O)O)CC1=CC=CC=C1